NCCC (S)-3-aminopropane